FC(CNC(=O)C=1SC2=C(N1)C=CN2)(F)F N-(2,2,2-trifluoroethyl)-4H-pyrrolo[3,2-d]thiazole-2-carboxamide